3-[1,4']Bipiperidinyl-1'-yl-5,5-dimethyl-11-oxo-6,11-dihydro-5H-pyrido[4,3-b]carbazole-8-carboxylic acid amide N1(CCCCC1)C1CCN(CC1)C1=CC=2C(C=3NC=4C=C(C=CC4C3C(C2C=N1)=O)C(=O)N)(C)C